O\N=C(/N)\C1CC1 (Z)-N'-hydroxycyclopropanecarboximidamide